2-cyclohexylidenehexanenitrile C1(CCCCC1)=C(C#N)CCCC